C(C)(=O)C1=NN(C2=C(C=C(C=C12)C=1C=NC(=NC1)C)C)CC(=O)N1[C@@H]2C[C@@]2(C[C@H]1C(=O)N[C@@H](C(=O)O)CC1=CC=CC=C1)C (2R)-2-{[(1R,3S,5R)-2-{2-[3-Acetyl-7-methyl-5-(2-methylpyrimidin-5-yl)indazol-1-yl]acetyl}-5-methyl-2-azabicyclo[3.1.0]hexan-3-yl]formamido}-3-phenylpropanoic acid